C1(=CC=CC2=CC=CC=C12)C1=CC=C(C=C1)C1=NC(=CC(=N1)C1=CC=C(C=C1)C1=CC=CC2=CC=CC=C12)C1=CC=C(C=C1)C=1C=NC=CC1 2-{4-(naphthalen-1-yl)phenyl}-4-{4-(naphthalen-1-yl)phenyl}-6-{4-(pyridin-3-yl)phenyl}pyrimidine